FC(CN(C(=O)OC(C1=NN=CN1C)C1=CC(=CC=C1)Br)C(CNC(C1=CC=C(C=C1)C)=O)C(C)C)(F)F (3-bromophenyl)-(4-methyl-1,2,4-triazol-3-yl)methanol 2,2,2-trifluoroethyl-{3-methyl-1-[(4-methylbenzoyl)amino]butan-2-yl}carbamate